1-amino-3-(3-(4-decylphenyl)-1,2,4-oxadiazol-5-yl)propan-2-yl acetate hydrochloride Cl.C(C)(=O)OC(CN)CC1=NC(=NO1)C1=CC=C(C=C1)CCCCCCCCCC